N(=[N+]=[N-])CCCCC(NC(CCCCCCC(NCCCC[C@H](NC(N[C@@H](CCC(=O)O)C(=O)O)=O)C(=O)O)=O)=O)C(=O)O (3S,7S)-26-Azido-5,13,20-trioxo-4,6,12,21-tetraazahexacosane-1,3,7,22-tetracarboxylic acid